tert-butyl 8-methyl-2,2-dioxo-6-(4,4,5,5-tetramethyl-1,3,2-dioxaborolan-2-yl)-2H-1,2λ6,3-benzoxathiazine-3(4H)-carboxylate CC1=CC(=CC=2CN(S(OC21)(=O)=O)C(=O)OC(C)(C)C)B2OC(C(O2)(C)C)(C)C